2-(4-fluoro-2-methylphenoxy)-N-(6-oxo-1,6-dihydropyridazin-4-yl)-4-(pentafluoroethyl)benzamide FC1=CC(=C(OC2=C(C(=O)NC=3C=NNC(C3)=O)C=CC(=C2)C(C(F)(F)F)(F)F)C=C1)C